FC=1C=CC(=C(C1)C1CCN(CC1)[C@@H]1COC2(CN(C2)C=2SC=NN2)C1)OCCC(C)(C)OC (S)-7-(4-(5-fluoro-2-(3-methoxy-3-methylbutoxy)phenyl)piperidin-1-yl)-2-(1,3,4-thiadiazol-2-yl)-5-oxa-2-azaspiro[3.4]octane